(6,7-dimethoxyquinolin-4-yl)piperidin-4-amine hydrogen chloride Cl.COC=1C=C2C(=CC=NC2=CC1OC)N1CCC(CC1)N